4-Hexyl-2-methoxybenzaldehyde C(CCCCC)C1=CC(=C(C=O)C=C1)OC